C(C)(=O)OCCCCCCCCCCC\C=C\C=C (12E)-12,14-pentadecadien-1-yl acetate